ON1SNC2=C1C=CC=C2 N-Hydroxy-2,1,3-benzothiadiazole